OC=1C=C(C=CC1)C1=C(C=CC=C1)CCC(=O)N1CCN(CC1)C1=CC=C(N=N1)C(=O)NS(=O)(=O)C1=CC(=C(C=C1)NCCSC1=CC=CC=C1)[N+](=O)[O-] 6-[4-[3-[2-(3-Hydroxyphenyl)phenyl]propanoyl]piperazin-1-yl]-N-[3-nitro-4-(2-phenylsulfanylethylamino)phenyl]sulfonylpyridazine-3-carboxamide